ClC1=C2C=C(NC2=CC(=C1OCC1=CC(=CC=C1)F)Cl)C(=O)O 4,6-Dichloro-5-((3-fluorobenzyl)oxy)-1H-indole-2-carboxylic acid